[Br].C(CCCCCCCCCCC)N dodecyl-amine bromine